2-(azepan-1-yl)-4-(cyclopropanecarbonylamino)-N-(pyridin-3-ylmethyl)benzamide N1(CCCCCC1)C1=C(C(=O)NCC=2C=NC=CC2)C=CC(=C1)NC(=O)C1CC1